C(C)(C)(C)OC(NC[C@H](C)C1=CC=C(C=C1)C=1SC=C2C(NC=3C(=CC(=CC3C21)OC)C)=O)=O (R)-(2-(4-(8-methoxy-6-methyl-4-oxo-4,5-dihydrothieno[3,4-c]quinolin-1-yl)phenyl)propyl)carbamic acid tert-butyl ester